niobium pentapentanol C(CCCC)O.C(CCCC)O.C(CCCC)O.C(CCCC)O.C(CCCC)O.[Nb]